O1CCN(CC1)C=1C=C2C(=NC=NC2=C2C1OCC2)N 6-morpholino-8,9-dihydrofuro[2,3-h]quinazolin-4-amine